4,5,6,7-tetrahydro-5-methyl-thiazolo[5,4-C]pyridine CN1CC2=C(CC1)N=CS2